FC1=C(C=CC(=C1)OC1=CC(=NC=C1)C1CCOCC1)NC=1C2=C(N=CN1)NC=C2C2CCN(CC2)C(C=C)=O 1-(4-(4-((2-fluoro-4-((2-(tetrahydro-2H-pyran-4-yl)pyridin-4-yl)oxy)phenyl)amino)-7H-pyrrolo[2,3-d]pyrimidin-5-yl)piperidin-1-yl)prop-2-en-1-one